8-morpholino-2,3,4,6,7,8,9,9a-octahydropyrido[1,2-a]pyrazin O1CCN(CC1)C1CC2N(CCNC2)CC1